ClC=CC(F)(F)Cl 1,3-dichloro-3,3-difluoroprop-1-ene